N-[4-[2-Ethyl-4-(3-methylphenyl)-5-thiazolyl]-2-pyridinyl]benzamide C(C)C=1SC(=C(N1)C1=CC(=CC=C1)C)C1=CC(=NC=C1)NC(C1=CC=CC=C1)=O